COC1=C(C=NN=C2NC(C(N2)CC(=O)Cl)=O)C=CC(=C1)OC 2-(2-((2,4-dimethoxybenzylidene)hydrazineylidene)-5-oxoimidazolidine-4-yl)acetyl chloride